N-[3-chloro-4-(piperazine-1-carbonyl)phenyl]-5-[2,3-difluoro-4-[1-(3-methoxypropyl)-5-methyl-pyrazol-4-yl]phenyl]-1-methyl-imidazole-2-carboxamide ClC=1C=C(C=CC1C(=O)N1CCNCC1)NC(=O)C=1N(C(=CN1)C1=C(C(=C(C=C1)C=1C=NN(C1C)CCCOC)F)F)C